Cl.FC(C(N)C1=CC(=C(C=C1)C(F)(F)F)F)(F)F 2,2,2-trifluoro-1-(3-fluoro-4-(trifluoromethyl)phenyl)ethan-1-amine hydrochloride